(pyridazin-3-yl)-1H-pyrazol N1=NC(=CC=C1)N1N=CC=C1